ClC1=C(C=C(C=C1)NC(NC1CCC=2NC=3C=CC=C(C3C2C1)C(=O)NC(CO)C)=O)C(F)(F)F 3-(3-(4-chloro-3-trifluoromethylphenyl)ureido)-N-(1-hydroxypropan-2-yl)-2,3,4,9-tetrahydro-1H-carbazole-5-carboxamide